Ethyl (2-cyano-4-methoxyphenyl)carbamate C(#N)C1=C(C=CC(=C1)OC)NC(OCC)=O